4-(2-fluoro-6-(2H-1,2,3-triazol-2-yl)benzoylamino)-4-methylpiperidine-1-carboxylic acid tert-butyl ester C(C)(C)(C)OC(=O)N1CCC(CC1)(C)NC(C1=C(C=CC=C1N1N=CC=N1)F)=O